6-fluoro-5-(1-(2-fluorophenyl)ethyl)-3-((quinoxalin-5-ylmethyl)amino)-4H-benzo[e][1,2,4]thiadiazine 1,1-dioxide FC=1C=CC2=C(NC(=NS2(=O)=O)NCC2=C3N=CC=NC3=CC=C2)C1C(C)C1=C(C=CC=C1)F